2-methoxy-benzaldehyde COC1=C(C=O)C=CC=C1